2-(2-cyano-pyridin-4-yl)-6-(2-hydroxy-ethoxy)-5-(2-methoxy-phenoxy)-pyrimidin C(#N)C1=NC=CC(=C1)C1=NC(=C(C=N1)OC1=C(C=CC=C1)OC)OCCO